(S)-4-(o-tolyl)pyrrolidine-2-carboxylic acid methyl ester COC(=O)[C@H]1NCC(C1)C1=C(C=CC=C1)C